NC=1C=CC(=NC1C)C1=CNC2=C(C(=CC=C12)F)C#N 3-(5-amino-6-methylpyridin-2-yl)-6-fluoro-1H-indole-7-carbonitrile